[7-(pyrimidin-2-yl)heptyl]isoindole-1,3-dione N1=C(N=CC=C1)CCCCCCCC1=C2C(NC(C2=CC=C1)=O)=O